5-((6-bromo-3-isopropyl-3H-imidazo[4,5-c]pyridin-4-yl)amino)-N-(1-(difluoromethyl)cyclopropyl)-2,3,4-trifluorobenzamide BrC1=CC2=C(C(=N1)NC=1C(=C(C(=C(C(=O)NC3(CC3)C(F)F)C1)F)F)F)N(C=N2)C(C)C